ClC=1C=C(SC1)COC1=CC=C(N)C=C1 4-((4-chlorothiophene-2-yl)methoxy)aniline